1-{[(3-bromo-4,5-dichloro-2-thienyl)carbonyl]Amino}cyclopropanecarboxylic acid BrC1=C(SC(=C1Cl)Cl)C(=O)NC1(CC1)C(=O)O